3',6'-dichlorospiro[3H-2,1-benzoxathiol-3,9'-[9H]xanthene]-1,1-dioxide ClC=1C=CC=2C3(C4=CC=C(C=C4OC2C1)Cl)OS(C1=C3C=CC=C1)(=O)=O